2-[4-(Benzylsulfanyl)-2,6-difluorophenyl]-3-fluoro-4-methylquinoline-7-carboxylic acid methyl ester COC(=O)C1=CC=C2C(=C(C(=NC2=C1)C1=C(C=C(C=C1F)SCC1=CC=CC=C1)F)F)C